17-Amino-6-hydroxy-10,13-dimethyl-6,15-bis(trifluoromethyl)-19-oxa-3,4,10,13,18-pentazatricyclo[12.3.1.12,5]nonadeca-1(18),2,4,14,16-pentaen-9-one NC1=CC(=C2N(CCN(C(CCC(C3=NN=C(C1=N2)O3)(C(F)(F)F)O)=O)C)C)C(F)(F)F